NC=1C=NC=CC1OC1CN(CC1)C(=O)[O-] 3-((3-aminopyridin-4-yl)oxy)pyrrolidine-1-carboxylate